methyl 2,3,4-tris-O-benzyl-α-D-glucopyranoside C(C1=CC=CC=C1)O[C@H]1[C@@H](OC)O[C@@H]([C@H]([C@@H]1OCC1=CC=CC=C1)OCC1=CC=CC=C1)CO